CC1(C(N(C(N1CC1=C2C(=NC=C1)NC(C2)=O)=O)C2=CC=C1C3(CN(C1=C2)S(=O)(=O)C)CC3)=O)C 5,5-dimethyl-3-(1'-(methylsulfonyl)spiro[cyclopropane-1,3'-indolin]-6'-yl)-1-((2-oxo-2,3-dihydro-1H-pyrrolo[2,3-b]pyridin-4-yl)methyl)imidazolidine-2,4-dione